(2E)-3-(dimethylamino)prop-2-enoic acid ethyl ester C(C)OC(\C=C\N(C)C)=O